CN(C(O)=O)C=1OC=CC1.C(C1=CC=CC=C1)N1CC=2N=C(N=C(C2CC1)NC=1N=CN(C1)C1=CC(=C(C(=C1)OC)OC)OC)N1[C@@H](CCC1)C(=O)N (S)-1-(7-benzyl-4-((1-(3,4,5-trimethoxyphenyl)-1H-imidazol-4-yl)amino)-5,6,7,8-tetrahydropyrido[3,4-d]pyrimidin-2-yl)pyrrolidine-2-carboxamide methyl-furylcarbamate